1-(5-chloro-1-methyl-1H-indol-3-yl)ethan-1-one-O-methyloxime CON=C(C)C1=CN(C2=CC=C(C=C12)Cl)C